NC(C(CCC(=O)OC(C)(C)C)N1C=NC2=C1C=CC(=C2)Br)=O tert-butyl 5-amino-4-(5-bromobenzimidazol-1-yl)-5-oxo-pentanoate